N1CC(C1)S(=O)(=O)C1=CC(=C(C(=O)NC2=CC(=NC(=C2)C)N2CCC(CC2)(F)F)C=C1)N1CCC2(CC2)CC1 4-(azetidin-3-ylsulfonyl)-N-(2-(4,4-difluoropiperidin-1-yl)-6-methylpyridin-4-yl)-2-(6-azaspiro[2.5]oct-6-yl)benzamide